CC1=NOC(=N1)C12CCC(CC1)(CC2)CN(C(=O)C2CCCCC2)C=2C=C(C(=O)NC=1SC=CN1)C=CC2 3-(N-((4-(3-methyl-1,2,4-oxadiazol-5-yl)bicyclo[2.2.2]octan-1-yl)methyl)cyclohexanecarboxamido)-N-(thiazol-2-yl)benzamide